C(C)(=O)O.O1C(=CC=C1)C1=CC(=NO1)C(=O)NC=1C=NN(C1)C1CNCC1 5-(furan-2-yl)-N-(1-(pyrrolidin-3-yl)-1H-pyrazol-4-yl)isoxazole-3-carboxamide acetate